1,4-bis[4-(di-p-toluylamino)styryl]benzene C1(=CC=C(C=C1)N(C1=CC=C(C=CC2=CC=C(C=C2)C=CC2=CC=C(C=C2)N(C2=CC=C(C=C2)C)C2=CC=C(C=C2)C)C=C1)C1=CC=C(C=C1)C)C